N,N,N',N'-tetraphenyl-4,4'-diaminobiphenyl C1(=CC=CC=C1)N(C1=CC=C(C=C1)C1=CC=C(C=C1)N(C1=CC=CC=C1)C1=CC=CC=C1)C1=CC=CC=C1